4-((S or R)-2-(4-amino-butoxy)-4-((1R,5S)-3,8-diazabicyclo[3.2.1]octan-3-yl)-6-chloro-8-fluoro-quinazolin-7-yl)naphthalen-2-ol NCCCCOC1=NC2=C(C(=C(C=C2C(=N1)N1C[C@H]2CC[C@@H](C1)N2)Cl)C2=CC(=CC1=CC=CC=C21)O)F